OC1=C(C(=O)N2CC3=CC=CC(=C3C2)N(C(C=C)=O)CCN2CCOCC2)C=C(C(=C1)O)C N-(2-(2,4-Dihydroxy-5-methylbenzoyl)isoindolin-4-yl)-N-(2-morpholinoethyl)acrylamide